Benzyl ((1S,4s)-4-(((1R,3R,5S)-3-(5-(oxetan-3-yl)isoxazole-3-carboxamido)-8-azabicyclo[3.2.1]octan-8-yl)sulfonyl)cyclohexyl)carbamate O1CC(C1)C1=CC(=NO1)C(=O)NC1C[C@H]2CC[C@@H](C1)N2S(=O)(=O)C2CCC(CC2)NC(OCC2=CC=CC=C2)=O